Cl.ClC1=CC(=C(C=C1)C1=NN2C([C@H](N[C@@H](C2)C)C)=C1C1=CC=NC=C1)F |&1:12| (4RS,6R)-2-(4-chloro-2-fluorophenyl)-4,6-dimethyl-3-(pyridin-4-yl)-4,5,6,7-tetrahydropyrazolo[1,5-a]pyrazine hydrogen chloride